(5S,8S)-5-fluoro-8-hydroxy-N-(2,4,6-tri-fluorobenzyl)-5,6,7,8-tetrahydroquinoline-5-carboxamide F[C@@]1(C=2C=CC=NC2[C@H](CC1)O)C(=O)NCC1=C(C=C(C=C1F)F)F